C/C=C(/C(=O)O)\N aminocrotonic acid